9-{4-[4-bromo-3-(trifluoromethyl)phenoxy]phenyl}-3,4-dihydropyrido[2,1-c][1,2,4]thiadiazine 2,2-dioxide BrC1=C(C=C(OC2=CC=C(C=C2)C2=CC=CN3C2=NS(CC3)(=O)=O)C=C1)C(F)(F)F